[Br-].C(C)(C)(C)OC(C[N+]1(CCCCC1)CCC1=C(C=CC(=C1)Cl)C1=CC=CC=C1)=O 1-(2-(tert-butoxy)-2-oxoethyl)-1-(2-(4-chloro-[1,1'-biphenyl]-2-yl)ethyl)piperidin-1-ium bromide